NC1=NC=NN2C1=C(C=C2C=2C=CC(=C(C(=O)N[C@@H]1CN(C[C@@H]1F)C(C1=CC=C(C=C1)F)=O)C2)C)C(F)(F)F 5-[4-amino-5-(trifluoromethyl)pyrrolo[2,1-f][1,2,4]triazin-7-yl]-N-[(3R,4S)-4-fluoro-1-(4-fluorobenzoyl)pyrrolidin-3-yl]-2-methylbenzamide